OC12CCC(C=C1)C2 hydroxy-5-norbornene